FC1=CC=C(NC2=NN3C(CN(CC3)C(=O)OC(C)(C)C)=C2C2=CC=NC=C2)C=C1 tert-butyl 2-(4-fluoroanilino)-3-(pyridin-4-yl)-6,7-dihydropyrazolo[1,5-a]pyrazine-5(4H)-carboxylate